ClC1=C(C#N)C=CC(=C1)N1CC2(CC1)CCN(CC2)C2=CC=C(C=C2)C(=O)N2CC(C2)C2CN(C2)C=2C=C1C(N(C(C1=CC2)=O)C2C(NC(CC2)=O)=O)=O 2-chloro-4-(8-(4-(1'-(2-(2,6-dioxopiperidin-3-yl)-1,3-dioxoisoindolin-5-yl)-[3,3'-biazetidine]-1-carbonyl)phenyl)-2,8-diazaspiro[4.5]decan-2-yl)benzonitrile